4-cyclopropoxy-2-((1S,4S,5R)-5-((1-cyclopropyl-4-(2,6-dichlorophenyl)-1H-1,2,3-triazol-5-yl)methoxy)-2-azabicyclo[2.2.1]heptan-2-yl)benzo[d]thiazole-6-carboxylic acid C1(CC1)OC1=CC(=CC2=C1N=C(S2)N2[C@@H]1C[C@H]([C@H](C2)C1)OCC1=C(N=NN1C1CC1)C1=C(C=CC=C1Cl)Cl)C(=O)O